7-(morpholine-4-carbonyl)quinolin N1(CCOCC1)C(=O)C1=CC=C2C=CC=NC2=C1